C(#N)C1=NC=C(C(=C1)C1=CC=2N(C=C1)N=C(C2)NC(=O)C2CC2)O[C@H]2C(CNCC2)(F)F N-[5-[2-cyano-5-[[(4R)-3,3-difluoro-4-piperidyl]oxy]-4-pyridyl]pyrazolo[1,5-a]pyridin-2-yl]cyclopropanecarboxamide